1-[3-(2-methoxyethoxy)-4-phenoxyphenyl]-3-(4-methoxyphenyl)urea COCCOC=1C=C(C=CC1OC1=CC=CC=C1)NC(=O)NC1=CC=C(C=C1)OC